tert-butyl 4-(2-hydroxypropan-2-yl)-2,3-dihydro-1H-pyrrolo[2,3-c]pyridine-1-carboxylate OC(C)(C)C1=C2C(=CN=C1)N(CC2)C(=O)OC(C)(C)C